CN1C=CC2=C(C=CC(=C12)N1CCN(CC1)C)N1C(NC(CC1)=O)=O 1-(1-Methyl-7-(4-methylpiperazin-1-yl)-1H-indol-4-yl)dihydropyrimidine-2,4(1H,3H)-dione